C(CCCCCCCCC)(=O)OCC(OC(CCCCCCCCC)=O)COP(=O)(O)OCC[N+](C)(C)C 1,2-di-decanoyl-glycero-3-phosphorylcholine